NCC=1C(=CC(=NC1C)N)C 5-(aminomethyl)-4,6-dimethylpyridin-2-amine